4-[[4-[2-[4-[2-fluoro-5-[(4-oxo-3H-phthalazin-1-yl)methyl]benzoyl]piperazin-1-yl]-2-oxo-ethyl]piperazin-1-yl]methyl]piperidine FC1=C(C(=O)N2CCN(CC2)C(CN2CCN(CC2)CC2CCNCC2)=O)C=C(C=C1)CC1=NNC(C2=CC=CC=C12)=O